ClC(CC)C1=CC(=C(C=C1)F)F 4-(1-chloropropyl)-1,2-difluorobenzene